CC=1C=C(C=C(C1)C)C1=CC(=C(C=C1N)N)C1=CC(=CC(=C1)C)C Bis(3,5-dimethylphenyl)benzene-1,3-diamine